C(CCCCCCCCCCCCCCCCCCC)=O Arachidaldehyde